FC=1C(=NC=CC1)CCN1CCC2(OC3(CC3)CN(C2)CCC)CC1 8-(2-(3-fluoropyridin-2-yl)ethyl)-12-propyl-4-oxa-8,12-diazadispiro[2.1.5.3]tridecane